C(C)(C)C=1C=NN2C1N=C(N=C2NCC2=CC=C(C=C2)NC(C)=O)NC2CCN(CC2)C N-(4-(((8-isopropyl-2-((1-methylpiperidin-4-yl)amino)pyrazolo[1,5-a][1,3,5]triazin-4-yl)amino)methyl)phenyl)acetamide